O1CCN(CC1)C1=CC=C(C=C1)C=1C=CC=C2C=NC(=NC12)NC1=CC=C(C=C1)N1CCN(CC1)C(C)=O 8-(4-morpholinophenyl)-N-(4-(1-acetylpiperazin-4-yl)phenyl)quinazolin-2-amine